OC[C@@H](C)OC1=NC=C(C=N1)NC(O[C@H](C)[C@H](C)OC1=C(C=C2C(=N1)SC(=N2)C2=C1N=CC(=NC1=CC(=C2)C)OC)F)=O (2R,3S)-3-((6-fluoro-2-(2-methoxy-7-methylquinoxalin-5-yl)thiazolo[5,4-b]pyridin-5-yl) oxy)butan-2-yl (2-(((R)-1-hydroxypropan-2-yl)oxy)pyrimidin-5-yl)carbamate